(S)-tert-butyl 4-(7-bromo-6-chloro-1-(2-isopropylphenyl)-2-oxo-1,2-dihydroquinazolin-4-yl)-3-methylpiperazine-1-carboxylate BrC1=C(C=C2C(=NC(N(C2=C1)C1=C(C=CC=C1)C(C)C)=O)N1[C@H](CN(CC1)C(=O)OC(C)(C)C)C)Cl